2,2,2-trichloroethoxymethyl chloride ClC(COCCl)(Cl)Cl